(6-chloropyridin-3-yl)acetonitrile ClC1=CC=C(C=N1)CC#N